imidazo[1,2-a]pyridine-8-carboxylic acid lithium [Li].N=1C=CN2C1C(=CC=C2)C(=O)O